ClC1=CC=CC2=C1C1=C(PO2)C=CC=C1 Chlorodibenzoxaphosphorin